CN1C=NC2=C1C(=O)N(C(=O)N2C)CC3=C(C=NC=C3)C(=O)N caffeine-nicotinamide